C(C)(C)(C)OC(=O)C1=C(COC[C@@H]2CN(CC23CN(C3)C(=O)OC(C)(C)C)C3=CC(=C(C=2N=CSC23)F)F)C=CC=C1 tert-butyl (S)-8-(((2-(tert-butoxycarbonyl)benzyl)oxy)methyl)-6-(4,5-difluorobenzo[d]thiazol-7-yl)-2,6-diazaspiro[3.4]octane-2-carboxylate